N-{8-methoxy-2-methylimidazo[1,2-a]pyrazin-6-yl}-2-(2-methoxyethyl)-4-[3-(methylamino)pyrrolidin-1-yl]indazole-7-carboxamide COC=1C=2N(C=C(N1)NC(=O)C1=CC=C(C3=CN(N=C13)CCOC)N1CC(CC1)NC)C=C(N2)C